(3S,5S,8S,10S,13R,14S,17R)-3-ethyl-l-7-((R)-4-(1-hydroxycyclopentyl)butan-2-yl)-10,13-dimethyl-2,3,4,5,6,7,8,10,12,13,14,15,16,17-tetradecahydro-1H-cyclopenta[a]phenanthren-3-ol C(C)[C@@]1(CC[C@@]2(C3=CC[C@]4(CCC[C@H]4[C@@H]3C(C[C@H]2C1)[C@H](C)CCC1(CCCC1)O)C)C)O